2-(1-methyl-1H-pyrazol-4-yl)-N-(2-methyl-5-(2-(2-oxopyrrolidin-1-yl)acetamido)pyridin-3-yl)-1H-pyrrolo[2,3-b]pyridine-5-carboxamide CN1N=CC(=C1)C1=CC=2C(=NC=C(C2)C(=O)NC=2C(=NC=C(C2)NC(CN2C(CCC2)=O)=O)C)N1